[Br-].C(=O)(O)CCCCC[N+]1=CC=C(C=C1)C1=CC=2C(=C3CCCN4C3=C(C2)CCC4)OC1=O (5-carboxypentyl)-4-(11-oxo-2,3,6,7-tetrahydro-1H,5H,11H-pyrano[2,3-f]pyrido[3,2,1-ij]quinolin-10-yl)pyridinium bromide